2-{[4-({2-[(4-cyclopropyl-2-fluorophenoxy)methyl]pyrimidin-4-yl}oxy)piperidin-1-yl]methyl}-1-{[(2S)-oxetan-2-yl]methyl}-1H-1,3-benzodiazole-6-carboxylic acid C1(CC1)C1=CC(=C(OCC2=NC=CC(=N2)OC2CCN(CC2)CC2=NC3=C(N2C[C@H]2OCC2)C=C(C=C3)C(=O)O)C=C1)F